O1CCN(CC1)C(CO)C 2-morpholinopropan-1-ol